(S)-4-(5-chloro-6-oxo-4-((tetrahydro-2H-pyran-3-yl)methylamino)pyridazin-1(6H)-yl)-N-phenylpiperidine-1-sulfonamide ClC1=C(C=NN(C1=O)C1CCN(CC1)S(=O)(=O)NC1=CC=CC=C1)NC[C@H]1COCCC1